ClC1=C2C(=NC=C1)N(C=C2I)COCC[Si](C)(C)C 2-[(4-chloro-3-iodo-pyrrolo[2,3-b]Pyridin-1-yl)methoxy]Ethyl-trimethyl-silane